N-[(2S,3R,4S)-4-fluoro-1-[(2R)-oxolane-2-carbonyl]-2-[(2,2',5'-trifluoro[1,1'-biphenyl]-3-yl)methyl]pyrrolidin-3-yl]ethanesulfonamide F[C@@H]1[C@@H]([C@@H](N(C1)C(=O)[C@@H]1OCCC1)CC=1C(=C(C=CC1)C1=C(C=CC(=C1)F)F)F)NS(=O)(=O)CC